FC1=C(C=CC(=C1)F)C(CN1CCC(CC1)NC(=O)C=1C=CC=2N(C1)N=C(C2C2=CC=NC=C2)C2=CC=C(C=C2)F)(CN2N=CN=C2)O N-(1-(2-(2,4-difluorophenyl)-2-hydroxy-3-(1H-1,2,4-triazol-1-yl)propyl)piperidin-4-yl)-2-(4-fluorophenyl)-3-(pyridin-4-yl)pyrazolo[1,5-a]pyridine-6-carboxamide